BrC1=C(C(=C(C=C1)NC(CSC=1N(C(=NN1)CNC(C1=CC=C(C=C1)Cl)=O)CC)=O)C)C N-{[5-({2-[(4-bromo-2,3-dimethyl-phenyl)amino]-2-oxoethyl}thio)-4-ethyl-4H-1,2,4-triazol-3-yl]methyl}-4-chlorobenzamide